C(C)(C)(C)OC(=O)N1CCC(CC1)(C1=CC=C(C=C1)OC)C#N 4-Cyano-4-(4-methoxyphenyl)piperidine-1-carboxylic acid tert-butyl ester